IC=1N(C2=CC=CC(=C2C1)N[C@@H]1[C@H](CN(CC1)C(=O)OC(C)(C)C)C)CC(F)(F)F tert-butyl (3S,4S)-4-((2-iodo-1-(2,2,2-trifluoroethyl)-1H-indol-4-yl)amino)-3-methylpiperidine-1-carboxylate